5-chloro-N-(3-cyclopropyl-5-(((3r,5s)-3,5-dimethylpiperazin-1-yl)methyl)-phenyl)-4-(6-fluoro-1H-indol-3-yl)pyrimidin-2-amine ClC=1C(=NC(=NC1)NC1=CC(=CC(=C1)CN1C[C@H](N[C@H](C1)C)C)C1CC1)C1=CNC2=CC(=CC=C12)F